C1(=CC=CC=C1)N1N=C(N=C1N)C(F)(F)F phenyl-3-(trifluoromethyl)-1H-1,2,4-triazol-5-amine